O.C(=CC)C1=C(N2C([C@H]([C@H]2SC1)NC([C@@H](C1=CC=C(C=C1)O)N)=O)=O)C(=O)O (6R,7R)-3-propenyl-7-[(R)-2-amino-2-(4-hydroxyphenyl)acetylamino]-8-oxo-5-thia-1-azabicyclo[4.2.0]oct-2-ene-2-carboxylic acid monohydrate